2-Ethyl-6-methoxy-2H-benzo[b][1,4]oxazin-3(4H)-one C(C)C1C(NC2=C(O1)C=CC(=C2)OC)=O